C(N)(=O)C1=CC(=C2C(=N1)O[C@H](CC2)CN(C(OC(C)(C)C)=O)CC(F)(F)F)C2=C(C=C(C=C2)F)F tert-butyl (R)-((7-carbamoyl-5-(2,4-difluorophenyl)-3,4-dihydro-2H-pyrano[2,3-b]pyridin-2-yl)methyl)(2,2,2-trifluoroethyl)carbamate